ClC1=NC=C(C2=C1CCC2)OC 1-chloro-4-methoxy-6,7-dihydro-5H-cyclopenta[c]pyridin